benzyl 5-chlorospiro[indoline-3,4'-piperidine]-1'-carboxylate ClC=1C=C2C(=CC1)NCC21CCN(CC1)C(=O)OCC1=CC=CC=C1